C(C)N(C1=C(C(=NC=N1)NCC1C(CN(CC1)C(C(=O)N)C1=CC=NC=C1)O)F)CC1=CC=C(C=C1)C(F)(F)F 2-(4-(((6-(ethyl(4-(trifluoromethyl)benzyl)amino)-5-fluoropyrimidin-4-yl)amino)methyl)-3-hydroxypiperidin-1-yl)-2-(pyridin-4-yl)acetamide